C(C)N1C=C(C(C2=CC(=C(C=C12)N1CCNCC1)F)=O)C(=O)O 1-ethyl-6-fluoro-4-oxo-1,4-dihydro-7-(1-piperazinyl)-3-quinolinecarboxylic acid